CCC1C(OC(=O)CCC(=O)O1)(O)O butanediol succinate